23,29-Difluoro-6,12-dimethyl-6-phenyl-spiro[25-oxa-3,12,20,31-tetrazapentacyclo[24.3.1.12,5.016,24.017,21]hentriaconta-1(30),2,4,16,18,21,23,26,28-nonaene-10,1'-cyclopropane] FC=1C=C2NC=CC2=C2CCCN(CC3(CC3)CCCC(C3=CN=C(C=4C(=CC=C(OC12)C4)F)N3)(C3=CC=CC=C3)C)C